N-[1-[3-(triazol-1-yl)pyrazin-2-yl]ethyl]-3,5-bis(trifluoromethyl)benzamide N1(N=NC=C1)C=1C(=NC=CN1)C(C)NC(C1=CC(=CC(=C1)C(F)(F)F)C(F)(F)F)=O